CC12C(C(=NO1)C1[C@H]3CN(C[C@@H]13)C(=O)OC(C)(C)C)CCC2 tert-butyl (1R,5S,6r)-6-[6a-methyl-4,5,6,6a-tetrahydro-3aH-cyclopenta[d][1,2]oxazol-3-yl]-3-azabicyclo[3.1.0]hexane-3-carboxylate